1-((2-chloro-3-methyl-6-(piperazin-1-ylmethyl)phenoxy)methyl)cyclopropane-1-carboxylic acid ClC1=C(OCC2(CC2)C(=O)O)C(=CC=C1C)CN1CCNCC1